tert-Butyl 4-((4-(1-cyclobutyl-6-(2,4-dioxotetrahydropyrimidin-1(2H)-yl)-1H-indol-3-yl)piperidin-1-yl)methyl)-4-fluoropiperidine-1-carboxylate C1(CCC1)N1C=C(C2=CC=C(C=C12)N1C(NC(CC1)=O)=O)C1CCN(CC1)CC1(CCN(CC1)C(=O)OC(C)(C)C)F